O=C1N(CCC(N1)=O)C=1C=CC[C@H]2C1NCC=N2 (S)-8-(2,4-dioxotetrahydropyrimidin-1(2H)-yl)-1,2,4a,5-tetrahydrobenzo[b]Pyrazine